2-[1-(Cyclopropylmethyl)-1H-pyrazol-4-yl]-3-fluoro-5-[({1-[2-fluoro-4-(trifluoromethyl)phenyl]cyclopropyl}carbonyl)amino]benzoic acid C1(CC1)CN1N=CC(=C1)C1=C(C(=O)O)C=C(C=C1F)NC(=O)C1(CC1)C1=C(C=C(C=C1)C(F)(F)F)F